C(C)(C)(C)C1=CC(=NC=C1)N1C2=CC=CC(=C2C=2C=CC(=CC12)OC)C(F)(F)F 9-(4-(tert-butyl)pyridin-2-yl)-2-methoxy-5-(trifluoromethyl)-9H-carbazole